C(C)OC1=CC=C(C=C1)C([C@H](C)NC([C@H](C)NC(=O)C1=NC=CC(=C1CC(=O)O)OC)=O)C1=CC=C(C=C1)OCC.BrC1=NC=C(C=C1)OCOC 2-bromo-5-(methoxymethyloxy)pyridine 2-(((S)-1-(((S)-1,1-bis(4-ethoxyphenyl)propan-2-yl)amino)-1-oxopropan-2-yl)carbamoyl)-4-methoxypyridin-3-yl-acetate